C(C)C=1C=2N(N=C(C1)N)C=C(N2)C 8-ethyl-2-methylimidazo[1,2-b]pyridazin-6-amine